tert-butyl 6-[4-[2-(2-methoxyethoxy) phenyl]-3-[3-[(prop-2-enylamino) methyl] phenyl]-6,7-dihydro-5H-cyclopenta[c]pyridin-1-yl]-3,4-dihydro-1H-isoquinoline-2-carboxylate COCCOC1=C(C=CC=C1)C=1C2=C(C(=NC1C1=CC(=CC=C1)CNCC=C)C=1C=C3CCN(CC3=CC1)C(=O)OC(C)(C)C)CCC2